BrC=1C=C(C=CC1)C1(CC1)CC(=O)NNC(NC)=S 2-[1-(3-bromophenyl)cyclopropyl]-N-[(methylcarbamothioyl)amino]acetamide